4-(trifluoromethylsulfonyloxy)-3,6-dihydro-2H-pyridine-1-carboxylic acid tert-butyl ester C(C)(C)(C)OC(=O)N1CCC(=CC1)OS(=O)(=O)C(F)(F)F